Cl.BrC1=CC=CC(=N1)C[C@H](N)C1=C(C=CC=C1)C1=NN(C2=CC=CC=C12)C(C)C (S)-2-(6-Bromopyridine-2-yl)-1-[2-(1-isopropyl-1H-indazole-3-yl)phenyl]ethan-1-amine hydrochloride